[Ru].CC1=C(C(=CC(=C1)C)C)N1C(N(CC1)C1=C(C=C(C=C1C)C)C)=C1CC(=CC=C1)C=C1C(CCCC1I)(P(C1CCCCC1)C1CCCCC1)I 3-(bis(2,4,6-trimethylphenyl)-2-imidazolidinylidene)diiodo-(phenylmethylene)(tricyclohexyl-phosphine) ruthenium